O=C1NC(CCC1N1CC2=C(C=C(C=C2C1=O)OC(N(C=1C=NC(=CC1)C1=C(C=CC=C1)F)C)=O)F)=O (2-(2,6-dioxopiperidin-3-yl)-7-fluoro-3-oxoisoindolin-5-yl)methyl(6-(2-fluorophenyl)pyridin-3-yl)carbamate